FC1=CC=C(CNC2=NC3=CC=CC=C3C(=N2)NCC=2OC=CC2)C=C1 N2-(4-fluorobenzyl)-N4-(furan-2-ylmethyl)quinazoline-2,4-diamine